8-(5-((8-(3,3-Dimethylbutyl)-2,8-diazaspiro[4.5]decan-2-yl)sulfonyl)pyridin-2-yl)-1-oxa-8-azaspiro[4.5]decane CC(CCN1CCC2(CCN(C2)S(=O)(=O)C=2C=CC(=NC2)N2CCC3(CCCO3)CC2)CC1)(C)C